FN1CC(C(C2=C1N(C=C2[N+](=O)[O-])C)=O)CC(F)(F)F 7-Fluoro-1-methyl-3-nitro-5-(2,2,2-trifluoroethyl)-1H-pyrrolo[3,2-e]pyridin-4(5H)-one